rac-ethyl 3-((3S,4S)-1-benzyl-4-cyano-3-ethylpiperidin-4-yl)-6-(2-ethoxyphenyl)picolinate C(C1=CC=CC=C1)N1C[C@H]([C@](CC1)(C#N)C=1C(=NC(=CC1)C1=C(C=CC=C1)OCC)C(=O)OCC)CC |r|